Cl.CC1=NC=C(C=N1)C(CN)C 2-(2-methylpyrimidin-5-yl)propan-1-amine hydrochloride